tert-butyl ((1S,3R)-3-(6-cyano-2-(2-fluorophenyl)-1H-imidazo[4,5-c]pyridin-1-yl)cyclohexyl)carbamate C(#N)C1=CC2=C(C=N1)N=C(N2[C@H]2C[C@H](CCC2)NC(OC(C)(C)C)=O)C2=C(C=CC=C2)F